ClC1=C(C=CC(=C1)Cl)C=1CCCC2=C(C1C1=CC=C(C=C1)\C=C\1/CN(CC1)C\C=C\C(=O)N(C)C)C=CC(=C2)C(=O)OC methyl 8-(2,4-dichlorophenyl)-9-(4-((Z)-(1-((E)-4-(dimethylamino)-4-oxobut-2-en-1-yl)pyrrolidin-3-ylidene)methyl)phenyl)-6,7-dihydro-5H-benzo[7]annulene-3-carboxylate